FC(C=1C=C(C=C(C1)C(F)(F)F)C1=CC=C(C=N1)SCC(=O)O)(F)F ((6-(3,5-bis(trifluoromethyl)-phenyl)pyridin-3-yl)thio)acetic acid